N-(2-hydroxyethyl) hexamethylenediamine acrylate C(C=C)(=O)O.OCCNCCCCCCN